FC1(CC(C1)NC(=O)C1=CC2=C(N=C(S2)C2CCNCC2)C=C1)F N-(3,3-difluorocyclobutyl)-2-(piperidin-4-yl)benzo[d]thiazole-6-carboxamide